O=C(C(=O)O)C(CC)C 2-keto-3-methylvaleric acid